1,5-anhydro-2,3-dideoxy-3-{[5-({3-fluoro-4-[(oxetan-3-yl)carbamoyl]phenyl}-methyl)-4-methyl-2,3-dihydro-1-benzofuran-7-carbonyl]amino}-L-threo-pentitol FC=1C=C(C=CC1C(NC1COC1)=O)CC=1C=C(C2=C(CCO2)C1C)C(=O)N[C@H]1CCOC[C@@H]1O